C(C)(C)N=C=NC(C)C 1,3-Diisopropylcarbodiimide